(pyrrolidin-1-yl)pyrimidin N1(CCCC1)C1=NC=CC=N1